5-(3-(difluoromethyl)-1-methyl-1H-pyrazol-4-yl)-2-(4-fluoro-3-methoxybenzyl)-7-((2-(methylamino)-1H-imidazol-1-yl)methyl)-3,4-dihydroisoquinolin-1(2H)-one FC(C1=NN(C=C1C1=C2CCN(C(C2=CC(=C1)CN1C(=NC=C1)NC)=O)CC1=CC(=C(C=C1)F)OC)C)F